CN1CCN(CC1)CCNC(=O)C1NCCC(C1)CCC1=CC=CC=C1 N-(2-(4-methylpiperazin-1-yl)ethyl)-4-phenethylpiperidine-2-carboxamide